OC1=C(C=C(C=C1OC)C1=C(C(=NC(=C1)C1=CC=C(C=C1)F)N)C#N)OC 4-(4-hydroxy-3,5-dimethoxyphenyl)-6-p-fluorophenyl-2-amino-3-cyanopyridine